P(=O)(OCCOCC)([O-])[O-] mono-2-ethoxyethyl phosphate